1,2-dimethylimidazolium hydrogen sulfate S(=O)(=O)(O)[O-].CN1C(=[NH+]C=C1)C